methyl (2R)-3-[5,7-difluoro-2-(4-fluorophenyl)-1H-indol-3-yl]-2-hydroxy-propanoate FC=1C=C2C(=C(NC2=C(C1)F)C1=CC=C(C=C1)F)C[C@H](C(=O)OC)O